4,6-difluorodibenzofuran FC1=CC=CC2=C1OC1=C2C=CC=C1F